ClC1=C(NC2=C(C=3C(C4=CC=CC=C4C(C3C(=C2F)F)=O)=O)F)C(=C(C=C1Cl)Cl)Cl 2-(2,3,5,6-tetrachloroanilino)-1,3,4-trifluoroanthraquinone